C(C#CC(=O)[O-])(=O)[O-] 2-butyne-1,4-dioate